COC1=NC=CC=C1C1=C(C(=CC=C1)[N+](=O)[O-])NCCCCCNC(OC(C)(C)C)=O tert-butyl (5-((2-(2-methoxypyridin-3-yl)-6-nitrophenyl)amino)pentyl)carbamate